9-Isopropyl-N-(1-(methylsulfonyl)piperidin-4-yl)-5,6-dihydroisoxazolo[5,4-h]quinazolin-2-amine C(C)(C)C1=NOC=2CCC=3C=NC(=NC3C21)NC2CCN(CC2)S(=O)(=O)C